CC(CC(=C)C)N1N=CC(=C1)C=1C2=C(N=CN1)NC=C2 4-[1-(1,3-dimethylbut-3-en-1-yl)-1H-pyrazol-4-yl]-7H-pyrrolo[2,3-d]pyrimidine